C1(CC1)C1=C2C=CC=C(C2=C(C=C1)C)NC(C1=CC=C(C=C1)F)=O N-(5-cyclopropyl-8-methylnaphthalen-1-yl)-4-fluorobenzamide